CN1C(CCC1=O)C=1C=NC=CC1 1-methyl-5-oxo-2-(pyridin-3-yl)pyrrolidine